CN1N=NC2=C1C=CC(=C2C)[C@H](CC(=O)O)C=2C=C(C1=C(C=CS1)C2)CN2CC1=C(C[C@@H](C2)CC)C=CC=N1 (3R)-3-(1,4-Dimethyl-1H-benzotriazol-5-yl)-3-(7-{[(6S)-6-ethyl-5,6,7,9-tetrahydro-8H-pyrido[2,3-c]azepin-8-yl]methyl}-1-benzothiophen-5-yl)propanoic acid